4-((1R,5S)-3,8-diazabicyclo[3.2.1]octan-8-yl)-2-(2,6-dioxopiperidin-3-yl)-6-fluoroisoindoline-1,3-dione [C@H]12CNC[C@H](CC1)N2C2=C1C(N(C(C1=CC(=C2)F)=O)C2C(NC(CC2)=O)=O)=O